3-azido-1,1,1-trifluoroundecan N(=[N+]=[N-])C(CC(F)(F)F)CCCCCCCC